2-[1-(4-chlorophenyl)-1H-pyrazol-4-yl]-N-propyl-N-[(3R)-pyrrolidin-3-yl]-1,3-thiazole-4-carboxamide ClC1=CC=C(C=C1)N1N=CC(=C1)C=1SC=C(N1)C(=O)N([C@H]1CNCC1)CCC